4-benzyloxy-6-(4-tert-butyl-5-chloro-2-methyl-phenyl)-2-methyl-3-methylsulfanyl-pyridine C(C1=CC=CC=C1)OC1=C(C(=NC(=C1)C1=C(C=C(C(=C1)Cl)C(C)(C)C)C)C)SC